BrC1=CC(=C(C=C1)CN)Cl (4-bromo-2-chloro-phenyl)methanamine